phenyl (4-fluoro-3-(trifluoromethyl)-phenyl)carbamate FC1=C(C=C(C=C1)NC(OC1=CC=CC=C1)=O)C(F)(F)F